F[P-](F)(F)(F)(F)F.Br[P+](N(C)C)(N(C)C)N(C)C bromotris(dimethylamino)phosphonium hexafluorophosphate Salt